4-[4-(1-Benzofuran-6-yl)phenyl]-5-[1-(cyclopropylcarbonyl)pyrrolidin-3(S)-ylmethyl]-3,4-dihydro-2H-1,2,4-triazol-3-one O1C=CC2=C1C=C(C=C2)C2=CC=C(C=C2)N2C(NN=C2C[C@H]2CN(CC2)C(=O)C2CC2)=O